(S)-1-((10-Hydroxy-7-(4,4,4-trifluoro-2-(2,2,2-trifluoroethyl)butanoyl)-7-azaspiro[4.5]decan-10-yl)methyl)-N,N-dimethyl-6-oxo-4-phenyl-1,6-dihydropyridine-3-carboxamide O[C@]1(CCN(CC12CCCC2)C(C(CC(F)(F)F)CC(F)(F)F)=O)CN2C=C(C(=CC2=O)C2=CC=CC=C2)C(=O)N(C)C